ethyl 2-(3-amino-3-oxo-propyl)-5-(difluoromethyl)pyrazole-3-carboxylate NC(CCN1N=C(C=C1C(=O)OCC)C(F)F)=O